(S)-N-(3-Chloro-4-fluorophenyl)-N,5-dimethyl-1,2,5-thiadiazolidine-3-carboxamide 1,1-dioxide ClC=1C=C(C=CC1F)N(C(=O)[C@H]1NS(N(C1)C)(=O)=O)C